[Cl-].C(C1=CC=CC=C1)[N+](CCCCCCCCCCCCCC)(C)C benzyl-Dimethyl-Tetradecyl-Ammonium Chloride